Fmoc-(S)-2-amino-3-(2'-ethyl-4'-methoxybiphenyl-4-yl)propionic acid C(=O)(OCC1C2=CC=CC=C2C2=CC=CC=C12)[C@@](C(=O)O)(CC1=CC=C(C=C1)C1=C(C=C(C=C1)OC)CC)N